FC(OC1=C(C=CC(=C1F)F)[C@@H]1[C@@H](O[C@]([C@H]1C)(C(F)(F)F)C)C(=O)NC1=CC(=NC=C1C)C(=O)N)F (2R,3R,4S,5R)-4-[[3-[2-(Difluoromethoxy)-3,4-difluorophenyl]-4,5-dimethyl-5-(trifluoromethyl)tetrahydrofuran-2-carbonyl]amino]-5-methyl-pyridin-2-carboxamid